4-iodobicyclo[4.2.0]octa-1,3,5-trien-3-amine IC1=C(C=C2CCC2=C1)N